(R)-N-(15-(3,4-bis(benzyl-oxy)phenoxy)-14-hydroxy-3,6,9-trioxa-12-azapentadecyl)-4-phenylbutanamide C(C1=CC=CC=C1)OC=1C=C(OC[C@@H](CNCCOCCOCCOCCNC(CCCC2=CC=CC=C2)=O)O)C=CC1OCC1=CC=CC=C1